CNC12CC3C(C(CC(C1)C3)C2)N2CCN(CC2)C2=CC(=C(C=C2)NC2=NC=C(C(=N2)NC2=C(C(=O)NC)C=CC=C2C)C(F)(F)F)OC 2-((2-((4-(4-(5-(methylamino)adamantan-2-yl)piperazin-1-yl)-2-methoxyphenyl)amino)-5-(trifluoromethyl)pyrimidin-4-yl)amino)-N,3-dimethylbenzamide